C(=O)(O)CC=1C(=C(C(=O)NC2=C(C(=O)O)C=CC=C2C(=O)O)C=C(C1)O)O 2-(3-(carboxymethyl)-2,5-dihydroxybenzoylamino)isophthalic acid